FC(C=1N=C(OC1C(=O)N1[C@@H](C2=C(CC1)NC=N2)C2=NN1C(C(=CC=C1)C)=C2)C=2C=NN(C2)C)F (S)-(4-(difluoromethyl)-2-(1-methyl-1H-pyrazol-4-yl)oxazol-5-yl)(4-(4-methylpyrazolo[1,5-a]pyridin-2-yl)-6,7-dihydro-1H-imidazo[4,5-c]pyridin-5(4H)-yl)methanone